6-Chloro-3-((1-(4-chlorobenzoyl)-4-hydroxypiperidin-4-yl)methyl)-7-(4-(octahydro-2H-benzo[b][1,4]oxazin-3-yl)phenyl)-3,7-dihydro-4H-pyrrolo[2,3-d]pyrimidin-4-one ClC1=CC2=C(N=CN(C2=O)CC2(CCN(CC2)C(C2=CC=C(C=C2)Cl)=O)O)N1C1=CC=C(C=C1)C1NC2C(OC1)CCCC2